C(C)(C)C1=NC(=NC(=N1)C(C)C)C=1C=C(C=2N(C3=CC=CC=C3C2C1)C1=CC=CC=C1)C=1C=NC=CC1 3-(4,6-diisopropyl-1,3,5-triazin-2-yl)-9-phenyl-1-(pyridine-3-yl)-9H-carbazole